5-cyclopropyl-3-(2,6-dichlorophenyl)isoxazole-4-carboxylic acid (1R,4R,5R)-2-((benzyloxy) carbonyl)-2-azabicyclo[2.2.1]heptane-5-yl ester C(C1=CC=CC=C1)OC(=O)N1[C@H]2C[C@H]([C@@H](C1)C2)OC(=O)C=2C(=NOC2C2CC2)C2=C(C=CC=C2Cl)Cl